C1(CC1)N1N=C(C=C1)S(=O)(N)=NC(NC1=C2C(=NC3=C1CCC3)CCC2)=O 1-Cyclopropyl-N'-((1,2,3,5,6,7-hexahydrodicyclopenta[b,e]pyridin-8-yl)carbamoyl)-1H-pyrazole-3-sulfonimidamide